ClC1=CC=C(OCCN2CCN(CC2)S(=O)(=O)C=2C=C3C(C(NC3=CC2)=O)=O)C=C1 5-((4-(2-(4-chlorophenoxy)ethyl)piperazin-1-yl)sulfonyl)indoline-2,3-dione